NC1=NC=C(C=N1)C1=CC=C(C=C1)S(=O)(=O)[C@@H]1C[C@H](N(C1)C(=O)C1(CC1)C(F)(F)F)C(=O)NC1(CC1)C#N (2S,4R)-4-(4-(2-aminopyrimidin-5-yl)phenylsulfonyl)-N-(1-cyanocyclopropyl)-1-(1-(trifluoromethyl)cyclopropanecarbonyl)pyrrolidine-2-carboxamide